methyl (4-amino-2-(1-(2-fluorobenzyl)-1H-pyrazolo[3,4-b]pyridin-3-yl)-6-(methylamino)pyrimidin-5-yl)(methyl)carbamate NC1=NC(=NC(=C1N(C(OC)=O)C)NC)C1=NN(C2=NC=CC=C21)CC2=C(C=CC=C2)F